(2S)-4-((3-fluoro-2-methoxypropyl)(4-(5,6,7,8-tetrahydro-1,8-naphthyridin-2-yl)butyl)amino)-2-((R)-2-hydroxy-2-phenylpropanamido)butanoic acid FCC(CN(CC[C@@H](C(=O)O)NC([C@@](C)(C1=CC=CC=C1)O)=O)CCCCC1=NC=2NCCCC2C=C1)OC